2-(4-chloro-2-nitrophenyl)-1H-benzo[de]isoquinoline-1,3(2H)-dione ClC1=CC(=C(C=C1)N1C(C2=CC=CC=3C2=C(C1=O)C=CC3)=O)[N+](=O)[O-]